CN1CCN(CCN(CC1)C)C 1,4,7-Trimethyl-1,4,7-triazacyclononane